C(CC)(=O)OCCCCCCCCCCCC dodecanyl propanoate